2,8,9-trimethyl-7-(3-(trifluoromethyl)-7,8-dihydro-1,6-naphthyridin-6(5H)-yl)-4H-pyrimido[1,2-b]pyridazin-4-one CC=1N=C2N(N=C(C(=C2C)C)N2CC=3C=C(C=NC3CC2)C(F)(F)F)C(C1)=O